tripiperidin-1-ylsulfonium N1(CCCCC1)[S+](N1CCCCC1)N1CCCCC1